trifluoro-2-benzenesulfonamide FC1=C(C(=C(C=C1)F)S(=O)(=O)N)F